[Cl-].C(CCCCCCC)[N+](C)(C)CCCCCCCC bisoctyl-dimethyl-ammonium chloride